OC1=C(C=C(C=C1)C1=CC=C(C=C1)C=C)C=O 4-hydroxy-4'-vinyl-biphenyl-3-carbaldehyde